(S)-5-(2-(3-(ethoxymethyl)-3-(2-(pyridin-2-yl)ethyl)pyrrolidin-1-yl)propan-2-yl)-2-methylpyridine HCl Cl.C(C)OC[C@@]1(CN(CC1)C(C)(C)C=1C=CC(=NC1)C)CCC1=NC=CC=C1